ClC1=C2C=NN(C2=CC=C1NC1=NN(C=C1C)C1=CC(=C(C(=O)NC=2OC=C(N2)C)C=C1)OC)C1OCCCC1 4-(3-((4-chloro-1-(tetrahydro-2H-pyran-2-yl)-1H-indazol-5-yl)amino)-4-methyl-1H-pyrazol-1-yl)-2-methoxy-N-(4-methyloxazol-2-yl)benzamide